Ethyl 3-(aminomethyl)-5-ethyl-4,5-dihydroisoxazole-5-carboxylate hydrochloride Cl.NCC1=NOC(C1)(C(=O)OCC)CC